ammonium methyl taurate NCCS(=O)(=O)OC.[NH4+]